O=C1NC(CCC1C1=CC=C(C=C1)N1CCN(CC1)C(=O)OC(C)(C)C)=O tert-butyl 4-[4-(2,6-dioxopiperidin-3-yl) phenyl]piperazine-1-carboxylate